3,9-diaza-7-oxabicyclo[3.3.1]nonane C12CNCC(COC1)N2